Cl.FC1(CNCCC1N1C=CC=C1)F 3,3-difluoro-4-(1H-pyrrol-1-yl)piperidine hydrochloride